N1(CCCCCC1)CCCCN1N=CC=C(C1=O)C1=CC=CC=C1 2-(4-(azepan-1-yl)butyl)-4-phenylpyridazin-3(2H)-one